BrC=1C=2N(C=C(C1)N)C=NN2 8-Bromo-[1,2,4]triazolo[4,3-a]pyridin-6-amine